COC1=C(C=C(C=C1)C)N1C(N(C(C1)=O)C1=C(C=CC(=C1)C)OC)=O 1,3-bis(2-methoxy-5-methylphenyl)imidazoline-2,4-dione